5-((5-(4-(((1R,3S)-3-Aminocyclopentyl)oxy)-2-hydroxy-6-methylpyridin-3-yl)-1H-pyrazol-3-yl)amino)pyrazine-2-carbonitrile formic acid salt C(=O)O.N[C@@H]1C[C@@H](CC1)OC1=C(C(=NC(=C1)C)O)C1=CC(=NN1)NC=1N=CC(=NC1)C#N